FC=1C(=C(C=CC1F)C1C(OC(C1C)(C(F)(F)F)C)C(=O)NC1=CC(=NC=C1)C(C)(C)O)OC 3-(3,4-Difluoro-2-methoxyphenyl)-N-(2-(2-hydroxypropan-2-yl)pyridin-4-yl)-4,5-dimethyl-5-(trifluoromethyl)tetrahydrofuran-2-carboxamide